1-((4,4-Difluorocyclohexyl)methyl)-3-(1,1-difluoroethyl)-4-methyl-1H-pyrazole FC1(CCC(CC1)CN1N=C(C(=C1)C)C(C)(F)F)F